2-(((1R)-1-(2-cyano-3-(4-(4-cyano-phenyl)-2-methylpiperazin-1-yl)-7-methylquinoxalin-5-yl)ethyl)amino)-benzoic acid C(#N)C1=NC2=CC(=CC(=C2N=C1N1C(CN(CC1)C1=CC=C(C=C1)C#N)C)[C@@H](C)NC1=C(C(=O)O)C=CC=C1)C